FC1=CC=C(C=C1)C1=CC=2C(=NC=C(N2)C(=O)OC)N1C methyl 6-(4-fluorophenyl)-5-methylpyrrolo[2,3-b]pyrazine-2-carboxylate